C1(CCCCC1)N1C=C(C2=C1N=CN=C2N2[C@H](CN(CC2)C(=O)OC(C)(C)C)C)N2CCCC2 tert-Butyl (S)-4-(7-cyclohexyl-5-(pyrrolidin-1-yl)-7H-pyrrolo[2,3-d]pyrimidin-4-yl)-3-methylpiperazine-1-carboxylate